CC=1C(=NC(=NC1)NC1=CC=NN1C)C=1N=C(OC1)C(=O)N[C@H](C(F)(F)F)C1=CC(=CC=C1)F (S)-4-(5-methyl-2-((1-methyl-1H-pyrazol-5-yl)amino)pyrimidin-4-yl)-N-(2,2,2-trifluoro-1-(3-fluorophenyl)ethyl)oxazole-2-carboxamide